methyloxaphosphole CC1=POC=C1